pentaerythritol bisstearyl-diphosphite C(CCCCCCCCCCCCCCCCC)P(OP(O)(O)CCCCCCCCCCCCCCCCCC)(O)O.OCC(CO)(CO)CO